CN1C[C@@H](CC1)CO (3R)-1-methyl-3-pyrrolidinemethanol